[N+](=O)([O-])C1=CC=C(C=C1)N1CCC2(C(NC(N2)=O)=O)CC1 8-(4-Nitrophenyl)-1,3,8-triazaspiro[4.5]decane-2,4-dione